COC(CCCC(N)=O)=O Methyl-4-carbamoylbutyrate